ClCC(CCl)N1CCC(CC1)(F)F 1-(1,3-dichloropropane-2-yl)-4,4-difluoropiperidine